2-(3-(3-(dimethyl amino)-2-hydroxypropyl)-2-oxoimidazolidin-1-yl)-4,6-bis(trifluoromethyl)phenyl (3-chloro-2,4-difluorophenyl)(methyl-d3)carbamate ClC=1C(=C(C=CC1F)N(C(OC1=C(C=C(C=C1C(F)(F)F)C(F)(F)F)N1C(N(CC1)CC(CN(C)C)O)=O)=O)C([2H])([2H])[2H])F